3-bromo-2-methyl-5-nitro-8,8a-dihydroquinoline BrC=1C(=NC2CC=CC(=C2C1)[N+](=O)[O-])C